C(C)(C)NC(OC1CC(CC1)C1=NN(C(=C1)N)C(C)(C)C)=O 3-(5-amino-1-(tert-butyl)-1H-pyrazol-3-yl)cyclopentyl isopropylcarbamate